C1(CC1)C1C=2C3=C(N(N=C3CCN1S(=O)(=O)C)C1=NNC=C1)N=C(C2)N2[C@@H](COCC2)C (3R)-4-(6-cyclopropyl-7-(methylsulfonyl)-2-(1H-pyrazol-3-yl)-6,7,8,9-tetrahydro-2H-1,2,3,7-tetraazabenzo[cd]azulen-4-yl)-3-methylmorpholine